N,N'-diphenyl-N,N'-bis(4-ethylphenyl)pyrene-1,6-diamine C1(=CC=CC=C1)N(C1=CC=C2C=CC=3C(=CC=C4C=CC1=C2C34)N(C3=CC=C(C=C3)CC)C3=CC=CC=C3)C3=CC=C(C=C3)CC